6-chloro[1,1'-biphenyl]-3-carboxylic acid ethyl ester C(C)OC(=O)C=1C=C(C(=CC1)Cl)C1=CC=CC=C1